C(C)(C)(C)[C@@H]1CC[C@H](CC1)OC1=CC=C2C=C(N=CC2=C1)CN1CCCCC1 1-[7-(trans-4-tert-Butyl-cyclohexyloxy)-isochinolin-3-ylmethyl]-piperidin